C1(C=CC(N1CCCC(=O)O)=O)=O gamma-maleimidobutanoic acid